NC=1C(=C2C(N(C=NC2=CC1)CCOC)=O)C1=CC=C(C=C1)OC 6-amino-3-(2-methoxyethyl)-5-(4-methoxyphenyl)quinazolin-4(3H)-one